2-AMINOPYRIMIDINE-4-CARBOXYLIC ACID NC1=NC=CC(=N1)C(=O)O